C1(CC1)C1=CC(=C(C=C1)C(F)(F)F)C#C 4-cyclopropyl-2-ethynyl-1-(trifluoromethyl)benzene